OC(C(=O)SCCNC(CCNC([C@@H](C(COP(OP(OC[C@@H]1[C@H]([C@H]([C@@H](O1)N1C=NC=2C(N)=NC=NC12)O)OP(=O)(O)O)(=O)O)(=O)O)(C)C)O)=O)=O)CCCCCCCC 2-hydroxydecanoyl-CoA